N[C@H](C(=O)NC=1C=CC(=C(C(=O)N[C@H](C)C2=CC=CC3=CC=CC=C23)C1)C)CNC(C1=CC=CC=C1)=O 5-((S)-2-amino-3-benzamidopropanamido)-2-methyl-N-((R)-1-(naphthalen-1-yl)ethyl)benzamide